(5-amino-1-{6-[(2,6-difluorophenyl)oxy]-4-methylpyridin-3-yl}pyrazol-4-yl)[4-(2-hydroxyethyl)-1-methyl-2,3,4,7-tetrahydro-1H-pyrrolo[3,2-f]quinoxalin-8-yl]methanone NC1=C(C=NN1C=1C=NC(=CC1C)OC1=C(C=CC=C1F)F)C(=O)C1=CC=2C=3N(CCN(C3C=CC2N1)CCO)C